C(#N)C1(CC1)NS(=O)(=O)C=1C=C2C(=NC(=NC2=C(C1)C=1CCN(CC1)C(C(C)C)=O)C)C=1OC(=NN1)C N-(1-cyanocyclopropyl)-8-(1-isobutyryl-1,2,3,6-tetrahydropyridin-4-yl)-2-methyl-4-(5-methyl-1,3,4-oxadiazol-2-yl)quinazoline-6-sulfonamide